4-(2,4-difluorophenyl)-7-methyl-2-[rac-(6R)-6-(1-cyclopropylpyrazol-4-yl)-3,6-dihydro-2H-pyran-4-yl]pteridine FC1=C(C=CC(=C1)F)C1=NC(=NC2=NC(=CN=C12)C)C=1CCO[C@H](C1)C=1C=NN(C1)C1CC1 |r|